2-[1-[4-(6-cyclobutylpyrazin-2-yl)-2,6-difluoro-phenyl]-4-piperidinyl]acetic acid C1(CCC1)C1=CN=CC(=N1)C1=CC(=C(C(=C1)F)N1CCC(CC1)CC(=O)O)F